CN1C=NC(=C1)C 1,4-dimethyl-1H-imidazol